(E)-octadec-9-enoic acid C(CCCCCCC\C=C\CCCCCCCC)(=O)O